FC(C(C1OC1)(F)F)(CC(F)(F)F)F heptafluoro-butyl-oxirane